2,2,2-trifluoroethane-1-amine FC(CN)(F)F